CC=1C=C(OC1)C(=O)NC1=NC(=CC=C1)C1=CC=C(C=C1)S(=O)(=O)C 4-methyl-N-(6-(4-(methylsulfonyl)phenyl)pyridin-2-yl)furan-2-carboxamide